5-(tert-butyl)-N-(2-methyl-4-(6-(4,4,5,5-tetramethyl-1,3,2-dioxaborolan-2-yl)pyrrolo[2,1-f][1,2,4]triazin-4-yl)benzyl)-1,2,4-oxadiazole-3-carboxamide C(C)(C)(C)C1=NC(=NO1)C(=O)NCC1=C(C=C(C=C1)C1=NC=NN2C1=CC(=C2)B2OC(C(O2)(C)C)(C)C)C